1-(7-chloro-4,5-dihydro-1H-benzo[d]azepin-3(2H)-yl)ethanone ClC1=CC2=C(CCN(CC2)C(C)=O)C=C1